Ethyl 3-(4-(3-cyclopropylprop-1-ynyl)phenoxy)-5-methyl-1H-pyrazole-4-carboxylate C1(CC1)CC#CC1=CC=C(OC2=NNC(=C2C(=O)OCC)C)C=C1